triphenylvinylphenol C1(=CC=CC=C1)C(=C(C1=CC=CC=C1)C1=CC=CC=C1)C1=C(C=CC=C1)O